(2S,3R,5S)-4-[[3-(3-Ethyl-4-fluoro-2-methoxy-phenyl)-5-methyl-5-(trifluoromethyl)tetrahydrofuran-2-carbonyl]amino]pyridin-2-carboxamid C(C)C=1C(=C(C=CC1F)[C@@H]1[C@H](O[C@@](C1)(C(F)(F)F)C)C(=O)NC1=CC(=NC=C1)C(=O)N)OC